((R*)-1-azidoallyl)oxirane N(=[N+]=[N-])[C@H](C=C)C1OC1 |o1:3|